O=C(CCCCNC)NCC(NCC(NCC(=O)O)=O)=O 7,10,13-trioxo-2,8,11,14-tetraazahexadecan-16-oic acid